4-methylpent-2-en-1-one CC(C=CC=O)C